N(N)C1=C2NC(=NC2=NC=N1)C 6-hydrazino-8-methyl-7H-purine